N-[(1S)-1-benzyl-2-hydroxyethyl]-2-nitrobenzamide C(C1=CC=CC=C1)[C@@H](CO)NC(C1=C(C=CC=C1)[N+](=O)[O-])=O